1-(6-chloro-8-cyclopropoxy-7-(5-methyl-1H-indazol-4-yl)-4-(piperazin-1-yl)quinazolin-2-yl)-N,N-dimethylpyrrolidin-3-amine ClC=1C=C2C(=NC(=NC2=C(C1C1=C2C=NNC2=CC=C1C)OC1CC1)N1CC(CC1)N(C)C)N1CCNCC1